2-fluoro-1-[4-[12-[[1-(2-hydroxyethyl)pyrazol-4-yl]amino]-2,5,7,11,13-pentazatricyclo[7.4.0.02,6]trideca-1(13),3,5,9,11-pentaen-7-yl]-3,4-dihydro-2H-quinolin-1-yl]prop-2-en-1-one FC(C(=O)N1CCC(C2=CC=CC=C12)N1C2=NC=CN2C2=NC(=NC=C2C1)NC=1C=NN(C1)CCO)=C